N-[(3S,4R)-3-fluoro-1-methyl-4-piperidyl]-5-[3-(4-mesyl-2-anisidino)-1-propynyl]-3-(2,2,2-trifluoroethyl)-7-indolecarboxamide F[C@H]1CN(CC[C@H]1NC(=O)C=1C=C(C=C2C(=CNC12)CC(F)(F)F)C#CCNC=1C(OC)=CC=C(C1)S(=O)(=O)C)C